(R)-3-chloro-N-(2-hydroxybutyl)-4-(6-(1-methylcyclopropoxy)-9-((4-methylpyridin-2-yl)methyl)-9H-purin-8-yl)benzamide ClC=1C=C(C(=O)NC[C@@H](CC)O)C=CC1C=1N(C2=NC=NC(=C2N1)OC1(CC1)C)CC1=NC=CC(=C1)C